2-[4-[1-[4-(2-hydroxyethoxy)-3,5-di(phenanthren-9-yl)-phenyl]-1-meth-ylethyl]-2,6-di(phenanthren-9-yl)-phenoxy]ethanol OCCOC1=C(C=C(C=C1C=1C2=CC=CC=C2C=2C=CC=CC2C1)C(C)(C)C1=CC(=C(OCCO)C(=C1)C=1C2=CC=CC=C2C=2C=CC=CC2C1)C=1C2=CC=CC=C2C=2C=CC=CC2C1)C=1C2=CC=CC=C2C=2C=CC=CC2C1